CS(=O)(=O)[O-].OC1=C(C=C(C=C1C)C1(CC[N+]2(CC1)CCCCC2)C2=CC(=C(C(=C2)C)O)C)C 3,3-bis(4-hydroxy-3,5-dimethylphenyl)-6-azaspiro[5.5]undecane-6-ium methanesulfonate